FC1=C(C[C@]2(C[C@H](CC2)NS(=O)(=O)C)C(=O)OC)C=C(C=C1)B1OC(C(O1)(C)C)(C)C methyl (1R,3S)-1-(2-fluoro-5-(4,4,5,5-tetramethyl-1,3,2-dioxaborolan-2-yl)benzyl)-3-(methylsulfonamido)cyclopentane-1-carboxylate